BrC=1OC=C(N1)[C@H]([C@@H](C(=O)O)NC(=O)OC(C)(C)C)N1CCCC1 (2S,3S)-3-(2-bromooxazol-4-yl)-2-((tert-butoxycarbonyl)amino)-3-(pyrrolidin-1-yl)propanoic acid